C(C)OC(=O)C=1C(=NC(=NC1NCC1=CC(=CC=C1)C(F)(F)F)NCC(C)C)C=1OC=CC1 4-(2-furyl)-2-(isobutylamino)-6-[[3-(trifluoromethyl)phenyl]methylamino]pyrimidine-5-carboxylic acid ethyl ester